C(CCCCCCCC=CCCC)(=O)[O-].[Zn+2].C(CCCCCCCC=CCCC)(=O)[O-] zinc 9-tridecenate